The molecule is a C-glycosyl compound that is isovitexin substituted at positions 4 and 7 by beta-glucosyl 6-O-sinapoylglucosyl residues respectively It has a role as a metabolite. It is a C-glycosyl compound, a monohydroxyflavone, a cinnamate ester, a glycosyloxyflavone and a beta-D-glucoside. It derives from a trans-sinapic acid and an isovitexin. COC1=CC(=CC(=C1O)OC)/C=C/C(=O)OC[C@@H]2[C@H]([C@@H]([C@H](C(O2)OC3=C(C(=C4C(=C3)OC(=CC4=O)C5=CC=C(C=C5)O[C@H]6[C@@H]([C@H]([C@@H]([C@H](O6)CO)O)O)O)O)[C@H]7[C@@H]([C@H]([C@@H]([C@H](O7)CO)O)O)O)O)O)O